2-(4-(benzyloxy)phenyl)-1-(benzenesulfonyl)-1H-imidazole C(C1=CC=CC=C1)OC1=CC=C(C=C1)C=1N(C=CN1)S(=O)(=O)C1=CC=CC=C1